(S)-2-(6-Chloro-5-fluoro-2-oxo-1,2-dihydrospiro[benzo[d][1,3]oxazine-4,3'-pyrrolidin]-1'-yl)pyrimidine-4-carboxylic acid ClC1=C(C2=C(NC(O[C@]23CN(CC3)C3=NC=CC(=N3)C(=O)O)=O)C=C1)F